[N+](=O)([O-])C=1C=NN(C1)[C@@H]1C[C@H](C1)CC(=O)OCC ethyl 2-((trans)-3-(4-nitro-1H-pyrazol-1-yl)cyclobutyl)acetate